2,3-Dihydrobenzo[b][1,4]dioxine-6-carboxylic acid O1C2=C(OCC1)C=C(C=C2)C(=O)O